2,6-diisopropyl-4-(2-trifluoromethylphenyl)bromobenzene C(C)(C)C1=C(C(=CC(=C1)C1=C(C=CC=C1)C(F)(F)F)C(C)C)Br